C(C)C=1C(=C(C=CC1F)[C@@H]1[C@@H](O[C@](C1)(C(F)(F)F)C)C(=O)NC1=CC(=NC=C1)C(=O)N)OC (2R,3R,5R)-4-[[3-(3-ethyl-4-fluoro-2-methoxy-phenyl)-5-methyl-5-(trifluoromethyl)tetrahydrofuran-2-carbonyl]amino]pyridine-2-carboxamide